C(C)NCC(=O)NC1CCC(CC1)NC1=CC(=NC2=CC=C(C=C12)Cl)C(F)(F)F 2-(ethylamino)-N-[(1s,4s)-4-{[6-chloro-2-(trifluoromethyl)quinolin-4-yl]amino}cyclohexyl]acetamide